CC1=C(C=C(C(=C1)O)C)C(CC(C1=CC=CC=C1)C1=C(C=C(C(=C1)C)O)C)C1=C(C=C(C(=C1)C)O)C 1,1,3-tris(2,5-dimethyl-4-hydroxyphenyl)-3-phenyl-propane